CC1OCCC1S 2-methyl-3-Mercaptotetrahydrofuran